7-amino-4-phenyl-2H-benzo[b][1,4]oxazin-3(4H)-one NC=1C=CC2=C(OCC(N2C2=CC=CC=C2)=O)C1